tert-butyl (R)-4-(((1-(3-(4-ethoxyphenyl)-4-oxo-3,4-dihydropyrido[2,3-d]pyrimidin-2-yl)ethyl)amino)methyl)piperidine-1-carboxylate C(C)OC1=CC=C(C=C1)N1C(=NC2=C(C1=O)C=CC=N2)[C@@H](C)NCC2CCN(CC2)C(=O)OC(C)(C)C